[Si](C)(C)(C(C)(C)C)OC1=C2CN(C(C2=CC=C1)=O)C(CCC(=O)OC)C(N)=O methyl 4-{4-[(tert-butyldimethylsilyl)oxy]-1-oxo-2,3-dihydro-1H-isoindol-2-yl}-4-carbamoylbutanoate